6-(4-fluorophenyl)pteridin-4(3H)-one FC1=CC=C(C=C1)C=1N=C2C(NC=NC2=NC1)=O